C(#N)[C@H](C[C@H]1C(NCCC1)=O)NC(=O)[C@@H]1N([C@@H]2CC([C@H]1CC2)(F)F)C([C@@H](C(C)(C)C)NC(C(F)(F)F)=O)=O (1S,3R,4S)-N-[(1S)-1-cyano-2-[(3S)-2-oxo-3-piperidyl]ethyl]-2-[(2R)-3,3-dimethyl-2-[(2,2,2-trifluoroacetyl)amino]butanoyl]-5,5-difluoro-2-azabicyclo[2.2.2]octane-3-carboxamide